[N+](#[C-])C1=CC=C2C=CN(C2=C1)C 6-ISOCYANO-1-METHYL-1H-INDOLE